pyridin-3-one trifluoroacetate salt FC(C(=O)O)(F)F.N=1CC(C=CC1)=O